(E)-2-(4-(3-(6,7-dimethoxy-3,4-dihydroisoquinolin-2(1H)-yl)-3-oxoprop-1-en-1-yl)phenoxy)-N-hydroxyacetamide COC=1C=C2CCN(CC2=CC1OC)C(/C=C/C1=CC=C(OCC(=O)NO)C=C1)=O